O1CCC(CC1)N1C[C@@H]2[C@H](C1)CN(C2)C(=O)OC(C)(C)C tert-butyl (3aR,6aS)-5-(tetrahydro-2H-pyran-4-yl)hexahydropyrrolo[3,4-c]pyrrole-2(1H)-carboxylate